(3R)-3-{[2-(3-methoxyphenyl)[1,2,4]triazolo[1,5-c]quinazolin-5-yl]amino}-1-methylpyrrolidin COC=1C=C(C=CC1)C1=NN2C(=NC=3C=CC=CC3C2=N1)N[C@H]1CN(CC1)C